cyclopentyl 6-[(2'-ethoxy-6-{[(3R)-1-methylpyrrolidin-3-yl]carbamoyl}[2,3'-bipyridin]-5-yl)oxy]-2-azaspiro[3.3]heptane-2-carboxylate C(C)OC1=NC=CC=C1C1=NC(=C(C=C1)OC1CC2(CN(C2)C(=O)OC2CCCC2)C1)C(N[C@H]1CN(CC1)C)=O